[Si](C1=CC=CC=C1)(C1=CC=CC=C1)(C(C)(C)C)O[C@H]1CN(CC1)CC(=O)NC=1C=C2CC(CC2=C(C1)F)C=O 2-[(3R)-3-[tert-Butyl(diphenyl)silyl]oxypyrrolidin-1-yl]-N-(7-fluoro-2-formyl-indan-5-yl)acetamide